ClC=1C=C(CC=2C=CC(=NC2)C(=O)NC2=NN(C(C=C2)=O)C)C=CC1 5-(3-chlorobenzyl)-N-(1-methyl-6-oxo-1,6-dihydropyridazin-3-yl)pyridineamide